CC1=C(OC=2CCC3=CN(N=C3C21)CC2=NC=CC=C2)C(=O)NC[C@@H]2OC(CC2)=O 8-Methyl-N-{[(2R)-5-oxotetrahydrofuran-2-yl]methyl}-2-(pyridin-2-ylmethyl)-4,5-dihydro-2H-furo[2,3-g]indazol-7-carboxamid